O1CCC2=C1C=C(C=C2)CN2C[C@H](NCC2)C2=C(C=CC=C2)C(C)C (R)-1-((2,3-Dihydrobenzofuran-6-yl)methyl)-3-(2-isopropylphenyl)piperazine